(S)-1-cyano-N-methyl-N-(4-(pyridin-3-yl)thiazol-2-yl)pyrrolidine-2-carboxamide C(#N)N1[C@@H](CCC1)C(=O)N(C=1SC=C(N1)C=1C=NC=CC1)C